OCC[N+](C)(C)C.C(CCCCCCC\C=C/CCCCCCCC)(=O)[O-] oleic acid hydroxyethyl-trimethyl-ammonium salt